tert-butyl 2-chloro-4-(1-(3,4,5-trimethoxyphenyl)-1H-imidazol-4-ylamino)-5H-pyrrolo[3,4-d]pyrimidine-6(7H)-carboxylate ClC=1N=C(C2=C(N1)CN(C2)C(=O)OC(C)(C)C)NC=2N=CN(C2)C2=CC(=C(C(=C2)OC)OC)OC